(3-(5-(1-amino-1,3-dihydrospiro[indene-2,4'-piperidin]-1'-yl)-6-(hydroxymethyl)pyrazin-2-yl)prop-2-yn-1-yloxy)benzonitrile NC1C2=CC=CC=C2CC12CCN(CC2)C=2N=CC(=NC2CO)C#CCOC2=C(C#N)C=CC=C2